3-(((6-Chloro-2-(trifluoromethyl)quinolin-4-yl)amino)methyl)-N-(3,3-difluorocyclobutyl)-3-(5-fluoropyridin-2-yl)azetidine-1-carboxamide ClC=1C=C2C(=CC(=NC2=CC1)C(F)(F)F)NCC1(CN(C1)C(=O)NC1CC(C1)(F)F)C1=NC=C(C=C1)F